4-(3-bromo-2-(2-(4-chloro-2-fluorophenyl)-2-hydroxyethoxy)phenyl)piperazine-1-carboxylic acid BrC=1C(=C(C=CC1)N1CCN(CC1)C(=O)O)OCC(O)C1=C(C=C(C=C1)Cl)F